3-methoxy-5H-pyrido[4,3-b]indole COC1=CC=2NC=3C=CC=CC3C2C=N1